N1=C(C=C(C2=CC=CC=C12)C(=O)[O-])C1=NC2=CC=CC=C2C(=C1)C(=O)[O-] 2,2'-biquinoline-4,4'-dicarboxylate